O=C1NC(CCC1N1C(C2=CC(=C(C=C2C1=O)F)N1CCN(CC1)C(=O)C1CCNCC1)=O)=O 2-(2,6-dioxopiperidin-3-yl)-5-fluoro-6-[4-(piperidine-4-carbonyl)piperazin-1-yl]-2,3-dihydro-1H-isoindole-1,3-dione